C(\C=C/CCCCCC)OC(CCCCCCCN(CCCCCCNC(=O)C12CC3(CC(CC(C1)C3)(C2)C(=O)NCCCCCCN(CCCCCCCC(OC\C=C/CCCCCC)=O)CCCCCCCC(OC\C=C/CCCCCC)=O)C(=O)NCCCCCCN(CCCCCCCC(OC\C=C/CCCCCC)=O)CCCCCCCC(OC\C=C/CCCCCC)=O)CCCCCCCC(OC\C=C/CCCCCC)=O)=O N1,N3,N5-Tris(6-(bis(8-((Z)-non-2-en-1-yl)oxy-8-oxooctyl)amino)hexyl)adamantane-1,3,5-tricarboxamide